O1C[C@@H](OC2=NC=CC=C21)C2=CC=C(CN1CCN3C(=NN=C3CC1)C(=O)N)C=C2 6-[(S)-4-(2,3-dihydro-[1,4]dioxino[2,3-b]pyridin-3-yl)-benzyl]-5,6,7,8-tetrahydro-4H-1,2,3a,6-tetraaza-azulene-3-carboxylic acid amide